9-{[4-(1-methylethyl)benzyl]oxy}-3,4-dihydropyrido[2,1-c][1,2,4]thiadiazine 2,2-dioxide CC(C)C1=CC=C(COC2=CC=CN3C2=NS(CC3)(=O)=O)C=C1